(S)-1-(3-(2-(trifluoromethyl)pyridin-4-yl)isoxazol-5-yl)ethan-1-amine FC(C1=NC=CC(=C1)C1=NOC(=C1)[C@H](C)N)(F)F